indoloquinoline N1=CC=CC2=CC=C3C(=C12)C=1C=CC=CC1N3